2,5-dimethylpiperidine-4-carboxylic acid CC1NCC(C(C1)C(=O)O)C